ClC=1N=C(C=2N(C1)N=CC2C#N)C=2C=NC(=CC2)N2CCC(CC2)C2=NC=CC=N2 6-chloro-4-[6-(4-pyrimidin-2-yl-1-piperidyl)-3-pyridyl]pyrazolo[1,5-a]pyrazine-3-carbonitrile